diethyl-silyl-bis(4,5,6,7-tetrahydroindenyl)zirconium C(C)[SiH]([Zr](C1C=CC=2CCCCC12)C1C=CC=2CCCCC12)CC